(R)-1-(7-(7,8-Difluoro-3-hydroxynaphthalen-1-yl)-8-fluoro-2-(((2R,7aS)-2-fluorotetrahydro-1H-pyrrolizin-7a(5H)-yl)methoxy)pyrido[4,3-d]pyrimidin-4-yl)-3-methylpiperidin-3-ol FC1=CC=C2C=C(C=C(C2=C1F)C1=C(C=2N=C(N=C(C2C=N1)N1C[C@@](CCC1)(O)C)OC[C@]12CCCN2C[C@@H](C1)F)F)O